5-cyclopropyl-5-(2-(5-(trifluoromethyl)isoindoline-2-carbonyl)butyl)imidazolidine-2,4-dione C1(CC1)C1(C(NC(N1)=O)=O)CC(CC)C(=O)N1CC2=CC=C(C=C2C1)C(F)(F)F